S(=O)(=O)([O-])[O-].[Ca+2].[Na+].[Ca+2] calcium sodium calcium sulfate